5-(4-bromobenzoyl)-2-methoxyphenyl-2-chloroacetate BrC1=CC=C(C(=O)C=2C=CC(=C(C2)C(C(=O)[O-])Cl)OC)C=C1